((2-(((5S,8S,10aR)-3-acetyl-8-(4-chloroisoindoline-2-carbonyl)-6-oxodecahydropyrrolo[1,2-a][1,5]diazocin-5-yl)carbamoyl)-1H-indol-5-yl)difluoromethyl)phosphonic acid C(C)(=O)N1CC[C@@H]2N(C([C@H](C1)NC(=O)C=1NC3=CC=C(C=C3C1)C(F)(F)P(O)(O)=O)=O)[C@@H](CC2)C(=O)N2CC1=CC=CC(=C1C2)Cl